N-((4-bromothiophen-2-yl)methylene)-2-methylpropan-2-sulfinamide BrC=1C=C(SC1)C=NS(=O)C(C)(C)C